Zirconium di-oxid [O-2].[O-2].[Zr+4]